C(C)(C)(C)OC(=O)N1C(=CC=C1)OB(O)O (1-(t-butoxycarbonyl)-1H-pyrrol-2-yl)boric acid